ClC1=C(C=C2C(NC(N3C2=C1SC[C@H](C3)NC(OCC3=CC=CC=C3)=O)=O)=O)C(F)(F)F benzyl (S)-(11-chloro-6,8-dioxo-10-(trifluoromethyl)-3,4,7,8-tetrahydro-2H,6H-[1,4]thiazepino[2,3,4-ij]quinazolin-3-yl)carbamate